O1CCN(CC1)C/C=C/C(=O)N1CC2=CC(=CC=C2CC1)OC1=CC=C(C=C1)C(F)(F)F (E)-4-morpholino-1-(7-(4-(trifluoromethyl)phenoxy)-3,4-dihydroisoquinolin-2(1H)-yl)but-2-en-1-one